O1CCN(CC1)CCOC1=C(C=C2C(=NC=NC2=C1)NC=1C=C2C=CC=NC2=CC1)N 7-(2-morpholinoethoxy)-N4-(quinolin-6-yl)quinazoline-4,6-diamine